3-(triethoxysilylpropyl)dimethylhexadecyl-ammonium chloride [Cl-].C(C)O[Si](OCC)(OCC)CCCC(CC[NH+](C)C)CCCCCCCCCCCCC